(3S,4R)-3-fluoropiperidin-4-ol F[C@H]1CNCC[C@H]1O